trans-6-[[4-[(3S)-3-(5-cyano-3-pyridyl)isoxazolidine-2-carbonyl]cyclohexyl]methoxy]pyridine-3-carboxamide C(#N)C=1C=C(C=NC1)[C@H]1N(OCC1)C(=O)[C@@H]1CC[C@H](CC1)COC1=CC=C(C=N1)C(=O)N